ClC=1C=C(OC=2C=NN(C2)COCC[Si](C)(C)C)C=C(C1)[N+](=O)[O-] 4-(3-chloro-5-nitrophenoxy)-1-((2-(trimethylsilyl)ethoxy)methyl)-1H-pyrazole